N1=CC=C(C=C1)C1=CC=C2C(=N1)SC(=N2)NC2=NC=CC(=C2)CN2CCCC2 5-(pyridin-4-yl)-N-(4-(pyrrolidin-1-ylmethyl)pyridin-2-yl)thiazolo[5,4-b]pyridin-2-amine